FC=1C(=C(C(=O)O)C(=CC1F)F)C 3,4,6-trifluoro-2-methylbenzoic acid